COC1=NC=NC=C1CCCN1CC(CC1)C1=CNC2=CC=CC=C12 3-(1-(3-(4-methoxypyrimidin-5-yl)propyl)pyrrolidin-3-yl)-1H-indole